(R)-4-((1-(3-(difluoromethyl)-2-fluorophenyl)ethyl)amino)-2-methyl-6-(3-(trifluoromethyl)bicyclo[1.1.1]pentan-1-yl)pyrido[3,4-d]pyridazine-1,7(2H,6H)-dione FC(C=1C(=C(C=CC1)[C@@H](C)NC1=NN(C(C=2C1=CN(C(C2)=O)C21CC(C2)(C1)C(F)(F)F)=O)C)F)F